1-[3-(tetrahydro-2H-pyran-2-ylmethoxy)pyridin-4-yl]methanamine O1C(CCCC1)COC=1C=NC=CC1CN